C1CC2=CC=C(C3=CC=CC1=C23)N\N=C\C2=CC=C(C=C2)N2C=NC=C2 (E)-1-(4-((2-(1,2-dihydroacenaphthylen-5-yl)hydrazineylidene)methyl)phenyl)-1H-imidazole